(R)-4-((1-(3-(difluoromethyl)-2-fluorophenyl)ethyl)amino)-6-methoxy-2-methylpyrido[2,3-d]pyrimidin-7(8H)-one FC(C=1C(=C(C=CC1)[C@@H](C)NC=1C2=C(N=C(N1)C)NC(C(=C2)OC)=O)F)F